CC1=C(C(=C(C1([Hf]C=1CC=2C=C3C(=CC2C1C(C)C)C=CC=C3)C)C)C)C Pentamethylcyclopentadienyl-(1-isopropyl-benzo[f]indenyl)hafnium